C(C)(C)(C)OC([C@@H](CC=1C=NC=C(C1)C=O)[C@@H]1CN(CC1)C(=O)OC(C)(C)C)=O tert-butyl (R)-3-((S)-1-(tert-butoxy)-3-(5-formylpyridin-3-yl)-1-oxopropan-2-yl)pyrrolidine-1-carboxylate